ClCCC(=O)C=1SC2=C(C1)CCCC2 3-chloro-1-(4,5,6,7-tetrahydro-1-benzothien-2-yl)propan-1-one